FCCNC1=CC=C(C=C1)NC1=NC2=C(C=CC=C2C=N1)C=1C=C(C=CC1)NC(C=C)=O N-(3-(2-((4-((2-fluoroethyl)amino)phenyl)amino)quinazolin-8-yl)phenyl)acrylamide